1-(2-fluorophenyl)-3-[1-(2-fluorophenyl)-5-oxopyrrolidin-3-yl]urea FC1=C(C=CC=C1)NC(=O)NC1CN(C(C1)=O)C1=C(C=CC=C1)F